Trans-3-(6-Amino-5-chloro-pyrimidin-4-ylamino)-cyclohexanecarboxylic acid methyl ester COC(=O)[C@@H]1C[C@H](CCC1)NC1=NC=NC(=C1Cl)N